[Na+].OCCOCC(=O)[O-] beta-hydroxyethoxyacetic acid sodium salt